C1(CC1)S(=O)(=O)N1C[C@H]([C@@H](CC1)NC1=NN2C(C=N1)=C(C=C2C2=C(C#N)C=CC=C2)F)O 2-(2-(((3R,4R)-1-(cyclopropylsulfonyl)-3-hydroxypiperidin-4-yl)amino)-5-fluoropyrrolo[2,1-f][1,2,4]triazin-7-yl)benzonitrile